BrC1=CC(=C(C=C1F)C1=NN2C(C=CC(=C2)Cl)=C1S(=O)(=O)N)OC([2H])([2H])[2H] (4-bromo-5-fluoro-2-(methoxy-d3)phenyl)-6-chloropyrazolo[1,5-a]pyridine-3-sulfonamide